n-decanone CC(CCCCCCCC)=O